(S)-5-(1-ethylpiperidin-2-yl)-3-(3-phenylpropyl)-1,2,4-oxadiazole C(C)N1[C@@H](CCCC1)C1=NC(=NO1)CCCC1=CC=CC=C1